N1(CCNCC1)CCCCCNC(OC(C)(C)C)=O t-butyl (5-(piperazin-1-yl)pentyl)carbamate